ClC=1C=C(COC(=O)N[C@H](C(=O)N[C@@H](CCC(=O)N2CCN(CC3=C2C=CC=C3)C(=O)OC(C)(C)C)C(=O)OC)CC3CCCCC3)C=CC1 tert-Butyl 1-((S)-4-((S)-2-((((3-chlorobenzyl)oxy)carbonyl)amino)-3-cyclohexylpropanamido)-5-methoxy-5-oxopentanoyl)-1,2,3,5-tetrahydro-4H-benzo[e][1,4]diazepine-4-carboxylate